2-(3,4,5-trimethoxyphenyl)-2,4-pyrimidinediamine COC=1C=C(C=C(C1OC)OC)C1(NC=CC(=N1)N)N